(3R)-2-[(4-chloro-2-methanesulfonylphenyl)methyl]-3-(4-chlorophenyl)-4-fluoro-6-[1-hydroxy-1-(oxan-4-yl)ethyl]-3-{[1-(hydroxymethyl)cyclopropyl]methoxy}-2,3-dihydro-1H-isoindol-1-one ClC1=CC(=C(C=C1)CN1C(C2=CC(=CC(=C2[C@]1(OCC1(CC1)CO)C1=CC=C(C=C1)Cl)F)C(C)(C1CCOCC1)O)=O)S(=O)(=O)C